C(C)(C)(C)N(C(O)=O)C[C@@H]1[C@@H](COC=2C1=NC=CC2)C.C2(CCCCC2)P(C2=C(C=CC=C2)C2=C(C=CC=C2OC(C)C)OC(C)C)C2CCCCC2 |r| dicyclohexyl-[2-(2,6-diisopropyloxyphenyl)phenyl]phosphine rac-tert-butyl-{[(3S,4S)-3-methyl-3,4-dihydro-2H-pyrano[3,2-b]pyridin-4-yl]methyl}carbamate